CN1N=CC(=C1C)CC1NC(N(C1=O)C1CC2(CC(C2)OC2=NC=CC=C2C(=O)N)C1)=O 2-{[(αR)-6-{4-[(1,5-dimethyl-1H-pyrazol-4-yl)methyl]-2,5-dioxoimidazolidin-1-yl}spiro[3.3]heptan-2-yl]oxy}pyridine-3-carboxamide